FC1=C(C2=C(CCO2)C=C1NC1=NC(=CC(=N1)C)NC)C=1C[C@@H](CN(CC1)C)O |o1:22| rel-(3S)-5-[6-fluoro-5-[[4-methyl-6-(methylamino)pyrimidin-2-yl]amino]-2,3-dihydrobenzofuran-7-yl]-1-methyl-2,3,4,7-tetrahydroazepin-3-ol